C(#N)[C@H](CC=1C=C2CCN(CC2=CC1)C)NC(=O)[C@H]1OCCCNC1 (S)-N-((S)-1-cyano-2-(2-methyl-1,2,3,4-tetrahydroisoquinolin-6-yl)ethyl)-1,4-oxazepane-2-carboxamide